NC=1SC(=C(N1)C)C1=NC(=NC=C1)NC1=CC(=CC=C1)[N+](=O)[O-] [4-(2-Amino-4-Methyl-Thiazol-5-Yl)-Pyrimidin-2-Yl]-(3-Nitro-Phenyl)-Amine